1-methyl-3-[tri-(trimethylsiloxy)]silylpropyl-imidazole chloride [Cl-].CC(CC[Si](O[Si](C)(C)C)(O[Si](C)(C)C)O[Si](C)(C)C)C=1NC=CN1